α,α'-diisobutyloxy-p-xylene C(C(C)C)OCC1=CC=C(C=C1)COCC(C)C